sodium citrate boron [B+3].C(CC(O)(C(=O)[O-])CC(=O)[O-])(=O)[O-].[Na+]